N[C@H]1CCC2=CC(=CC=C12)N1C(=NC=2C1=NC(=CC2C#N)N2N=CC=C2)C=2C(=NC=CC2)N 3-[(1S)-1-amino-2,3-dihydro-1H-inden-5-yl]-2-(2-aminopyridin-3-yl)-5-(pyrazol-1-yl)imidazo[4,5-b]pyridine-7-carbonitrile